2-(((3-formyl-4-hydroxyphenyl)sulfonyl)carbamoyl)isonicotinic acid methyl ester COC(C1=CC(=NC=C1)C(NS(=O)(=O)C1=CC(=C(C=C1)O)C=O)=O)=O